[C@H]12CN(C[C@@H](CC1)N2)C2=NC(=NC1=CC(=C(C=C21)OC2=C(C#N)C=CC=C2)C2=CC(=CC1=CC=CC=C21)O)OC[C@]21CCCN1C[C@@H](C2)F 2-((4-((1R,5R)-3,8-diazabicyclo[3.2.1]octan-3-yl)-2-(((2R,7aS)-2-fluorotetrahydro-1H-pyrrolizin-7a(5H)-yl)methoxy)-7-(3-hydroxynaphthalen-1-yl)quinazolin-6-yl)oxy)benzonitrile